C=1OC=C2C=CC=CC12 r-isobenzofuran